ethyl 4-(4-cyclopropyl-1H-imidazol-1-yl)-1-methyl-1H-indole-2-carboxylate C1(CC1)C=1N=CN(C1)C1=C2C=C(N(C2=CC=C1)C)C(=O)OCC